BrC1=CC(=C(C=2C=COC21)OCC2OCCC2)C=O 7-bromo-4-((tetrahydrofuran-2-yl)methoxy)benzofuran-5-carbaldehyde